COC=1C=NC2=CC=C(C=C2N1)C(C)N1C[C@@H](N(C[C@H]1C)C=1C=2C(N(C(C1)=O)C)=CN(N2)CC#N)C 2-(7-((2S,5R)-4-(1-(3-methoxyquinoxalin-6-yl)ethyl)-2,5-dimethylpiperazin-1-yl)-4-methyl-5-oxo-4,5-dihydro-2H-pyrazolo[4,3-b]pyridin-2-yl)acetonitrile